Ethyl (2R,3R)-3-methoxy-2-methyl-3-((S)-pyrrolidin-2-yl)propanoate CO[C@H]([C@H](C(=O)OCC)C)[C@H]1NCCC1